[Si](C)(C)(C(C)(C)C)OC=1C=CC=2[C@H]3CC[C@@]4([C@](CC[C@H]4[C@@H]3CCC2C1)(O)CCC=O)C 3-((8R,9S,13S,14S,17R)-3-((tert-butyldimethylsilyl)oxy)-17-hydroxy-13-methyl-7,8,9,11,12,13,14,15,16,17-decahydro-6H-cyclopenta[a]phenanthren-17-yl)propanal